tertbutyl (5R,6S)-5-(aminomethyl)-2,2-difluoro-6-methylmorpholine-4-carboxylate NC[C@@H]1[C@@H](OC(CN1C(=O)OC(C)(C)C)(F)F)C